N-(1-cyclopropyl-2-oxo-1,2-dihydropyridin-3-yl)-2-((1R,4R)-4-((R)-2-hydroxy-N-methylpropanamido)cyclohexyl)-6-methoxy-2H-indazole-5-carboxamide C1(CC1)N1C(C(=CC=C1)NC(=O)C1=CC2=CN(N=C2C=C1OC)C1CCC(CC1)N(C([C@@H](C)O)=O)C)=O